pentylbenzeneboronic acid C(CCCC)C1=C(C=CC=C1)B(O)O